4-(((5'-chloro-2'-(((1r,4r)-4-((1-((2-methyl-2H-tetrazol-5-yl)methoxy)propan-2-yl)amino)cyclohexyl)amino)-[2,4'-bipyridin]-6-yl)amino)methyl)tetrahydro-2H-pyran-4-carbonitrile ClC=1C(=CC(=NC1)NC1CCC(CC1)NC(COCC=1N=NN(N1)C)C)C1=NC(=CC=C1)NCC1(CCOCC1)C#N